N,N-diBoc-ethanolamine C(=O)(OC(C)(C)C)N(CCO)C(=O)OC(C)(C)C